C(=O)O.BrC=1C=NC=C(C1)Br 3,5-dibromo-pyridine formate